tert-butyl (5-((tetrahydro-2H-pyran-2-yl)oxy)pentyl)carbamate O1C(CCCC1)OCCCCCNC(OC(C)(C)C)=O